COC=1C=C(C=C(C1)OC)C1=CC=CC(=N1)C=O 6-(3,5-dimethoxyphenyl)pyridineformaldehyde